(R)-2-chloro-N-(5-chloro-6-((R)-tetrahydrofuran-2-yl)pyridin-3-yl)-8,8-dimethyl-7,8-dihydro-6H-cyclopenta[e]pyrazolo[1,5-a]pyrimidine-6-carboxamide ClC1=NN2C(N=CC3=C2C(C[C@H]3C(=O)NC=3C=NC(=C(C3)Cl)[C@@H]3OCCC3)(C)C)=C1